butyl ((S)-1-((4-((((S)-2-amino-3,3,3-trifluoropropyl)amino)methyl)pyridin-2-yl)amino)-3,3-dicyclopropyl-1-oxopropan-2-yl)carbamate N[C@@H](CNCC1=CC(=NC=C1)NC([C@H](C(C1CC1)C1CC1)NC(OCCCC)=O)=O)C(F)(F)F